CC1(O[C@@H]2[C@@H]([C@H]([C@H]3OC[C@@]2(O3)CO)NC3=NC(=CC=C3)C(F)(F)F)O1)C ((3aR,4S,7S,8R,8aR)-2,2-dimethyl-8-((6-(trifluoromethyl)pyridin-2-yl)amino)tetrahydro-4,7-epoxy[1,3]dioxolo[4,5-d]oxepin-4(5H)-yl)methanol